(2,3-difluoro-6-methoxyphenyl)(piperidin-1-yl)methanone ethyl-5-((2-methoxypyridin-3-yl)amino)thiazole-4-carboxylate C(C)OC(=O)C=1N=CSC1NC=1C(=NC=CC1)OC.FC1=C(C(=CC=C1F)OC)C(=O)N1CCCCC1